ethyl (Z)-3-(7,7-difluoro-N'-hydroxy-2-(methylthio)-6,7-dihydro-5H-cyclopenta[d]pyrimidine-4-carboximidamido)-3-oxopropanoate FC1(CCC2=C1N=C(N=C2/C(/NC(CC(=O)OCC)=O)=N/O)SC)F